6-[4-[(4-Fluorophenyl)methylsulfonyl]-2-(trifluoromethyl)piperazin-1-yl]-4-[2-[(2-methylpyrimidin-4-yl)amino]-4-pyridyl]-1H-pyridin-2-one FC1=CC=C(C=C1)CS(=O)(=O)N1CC(N(CC1)C1=CC(=CC(N1)=O)C1=CC(=NC=C1)NC1=NC(=NC=C1)C)C(F)(F)F